C(C)(C)(C)C=1C=C(C=C(C1)C(C)(C)C)C1=CC(=CC=C1)NC1=CC=C(C=C1)C1=CC(=CC(=C1)C(C)(C)C)C(C)(C)C 3',5'-di-tert-butyl-N-(3',5'-di-tert-butyl-[1,1'-biphenyl]-4-yl)-[1,1'-biphenyl]-3-amine